C[C@@H]1COCCN1CCCC (R)-4-((R)-3-methylmorpholino)butane